N-((1s,3s)-3-hydroxy-3-methylcyclobutyl)-2-(5-isopropyl-8-hydroxythiazolo[3',2':1,5]pyrrolo[2,3-d]pyridazin-7(8H)-yl)acetamide OC1(CC(C1)NC(CN1N=C(C2=C(C1O)C=C1N2C=CS1)C(C)C)=O)C